diethyl (2R,5R)-1-benzylpyrrolidine-2,5-dicarboxylate C(C1=CC=CC=C1)N1[C@H](CC[C@@H]1C(=O)OCC)C(=O)OCC